C1(=CC=CC=C1)CN1CC(OCC1)C(C)(C)N(C)C 2-(4-Phenylmethylmorpholin-2-yl)-N,N-dimethylpropan-2-amine